C(C=C)(=O)N1C[C@H](OC[C@@H]1CF)C1=CC(=NC(=C1)Cl)C1=CC(=NC=N1)C(=O)NC 6-(4-((2R,5R)-4-acryloyl-5-(fluoromethyl)morpholin-2-yl)-6-chloropyridin-2-yl)-N-methylpyrimidine-4-carboxamide